CS(=O)(=O)C1=NC=C(C=N1)\C=C/CCCC(=O)O (Z)-6-(2-(methylsulfonyl)pyrimidin-5-yl)hex-5-enoic acid